(R)-4-{2-[4-(2-(2,4-dimethyl-3-oxopiperazin-1-yl)ethoxy)phenyl]quinolin-6-yl}-6-methyl-1H-pyrrolo[2,3-c]pyridin-7(6H)-one C[C@H]1N(CCN(C1=O)C)CCOC1=CC=C(C=C1)C1=NC2=CC=C(C=C2C=C1)C=1C2=C(C(N(C1)C)=O)NC=C2